5-(1-(2,2-Difluoroethyl)-2-methyl-1H-benzo[d]imidazol-6-yl)-N-((3S,4R)-3-fluoro-1-(2-fluoroethyl)piperidin-4-yl)-4-methoxypyrrolo[2,1-f][1,2,4]triazin-2-amine FC(CN1C(=NC2=C1C=C(C=C2)C=2C=CN1N=C(N=C(C12)OC)N[C@H]1[C@H](CN(CC1)CCF)F)C)F